O1C(=NC2=C1C=CC=C2)C2=CN=C(C=C2C(=O)O)N2CCCC1=CC=CC=C21 5-(benzo[d]oxazol-2-yl)-2-(3,4-dihydroquinolin-1(2H)-yl)isonicotinic acid